3-endo-(8-{2-[cyclobutylmethyl-(2-methanesulfonylacetyl)-amino]ethyl}-8-azabicyclo[3.2.1]oct-3-yl)-benzamide TFA salt OC(=O)C(F)(F)F.C1(CCC1)CN(CCN1C2CC(CC1CC2)C=2C=C(C(=O)N)C=CC2)C(CS(=O)(=O)C)=O